isoamyl(methyl)carbamate C(CC(C)C)OC(NC)=O